7-((5H-pyrrolo[3,2-d]pyrimidin-5-yl)methyl)-7-methyl-1-oxa-3-azaspiro[4.5]decan-2-one N1=CN=CC2=C1C=CN2CC2(CC1(CNC(O1)=O)CCC2)C